2-(4-((2-(3-amino-3-methylazetidin-1-yl)-5-methylpyridin-4-yl)oxy)-3-fluorophenyl)-4-(2,6-difluorobenzyl)-2,4-dihydro-3H-1,2,4-triazol-3-one NC1(CN(C1)C1=NC=C(C(=C1)OC1=C(C=C(C=C1)N1N=CN(C1=O)CC1=C(C=CC=C1F)F)F)C)C